1-(4-carboxybenzyl)-3-hydroxyisonicotinic acid bromide C(=O)(O)C1=CC=C(CN2CC(=C(C(=O)Br)C=C2)O)C=C1